methyl 6-oxo-1-propyl-1,6-dihydropyridazine-3-carboxylate O=C1C=CC(=NN1CCC)C(=O)OC